NC=1C=C(COCC2=C(C=CC(=N2)N(C(OC(C)(C)C)=O)CC2=CC=C(C=C2)OC)F)C=C(C1OC)C=1OC(=NN1)C Tert-butyl (6-(((3-amino-4-methoxy-5-(5-methyl-1,3,4-oxadiazol-2-yl)benzyl)oxy)methyl)-5-fluoropyridin-2-yl)(4-methoxybenzyl)carbamate